C(C)(=O)OC(C(NCCNC(OCC1C2=CC=CC=C2C=2C=CC=CC12)=O)=O)C(C(C(CN(CC(C(C(C(CO[Si](C(C)(C)C)(C1=CC=CC=C1)C1=CC=CC=C1)OC(C)=O)OC(C)=O)OC(C)=O)OC(C)=O)C)OC(C)=O)OC(C)=O)OC(C)=O 1-(9H-fluoren-9-yl)-14,23,23-trimethyl-3,8-dioxo-22,22-diphenyl-2,21-dioxa-4,7,14-triaza-22-silatetracosan-9,10,11,12,16,17,18,19-octayl octaacetate